O=C1N(CCN2[C@H]1CN(CC2)C#N)C2=NNC(=C2)C2=C(C=CC=C2)OC2=CC=CC=C2 (S)-9-oxo-8-(5-(2-phenoxyphenyl)-1H-pyrazol-3-yl)octahydro-2H-pyrazino[1,2-a]pyrazine-2-carbonitrile